S(N)(OC[C@@H]1OC2(O[C@H]1C1=C(C=CC=C1)[N+](=O)[O-])CCCC2)(=O)=O ((2S,3S)-3-(2-nitrophenyl)-1,4-dioxaspiro[4.4]nonan-2-yl)methyl sulfamate